CC(CCC=O)(C)C 4,4-dimethylpentan-1-one